benzyl 4-((1-(tert-butoxycarbonyl)-3-phenylpyrrolidine-3-carboxamido)methyl)piperidine-1-carboxylate C(C)(C)(C)OC(=O)N1CC(CC1)(C(=O)NCC1CCN(CC1)C(=O)OCC1=CC=CC=C1)C1=CC=CC=C1